3-((5-((6-(2,6-dichlorophenyl)-8-methyl-7-oxo-7,8-dihydropyrido[2,3-d]pyrimidin-2-yl)amino)-2-(2-(1,1-dioxidothiomorpholino)ethoxy)pyridin-3-yl)methyl)-1,1-dimethylurea ClC1=C(C(=CC=C1)Cl)C1=CC2=C(N=C(N=C2)NC=2C=C(C(=NC2)OCCN2CCS(CC2)(=O)=O)CNC(N(C)C)=O)N(C1=O)C